morpholino(8-((4-(propylamino)-1H-pyrrolo[2,3-b]pyridin-6-yl)amino)-2,3-dihydrobenzo[b][1,4]dioxin-5-yl)(morpholino)methanone 2,2,2-trifluoroacetate FC(C(=O)O)(F)F.O1CCN(CC1)C1OCCN(C1)C(=O)C1=CC=C(C=2OCCOC21)NC2=CC(=C1C(=N2)NC=C1)NCCC